N-(3-(4-(3-(aminomethyl)phenyl)piperidine-1-carbonyl)phenyl)-3,4-dihydroxybenzamide NCC=1C=C(C=CC1)C1CCN(CC1)C(=O)C=1C=C(C=CC1)NC(C1=CC(=C(C=C1)O)O)=O